[4-[4-[5-cyclopropyl-4-(trifluoromethyl)-2-pyridyl]piperazin-1-yl]sulfonylphenyl]benzamide C1(CC1)C=1C(=CC(=NC1)N1CCN(CC1)S(=O)(=O)C1=CC=C(C=C1)C1=C(C(=O)N)C=CC=C1)C(F)(F)F